[Bi]=[Te].[Se] selenium bismuth telluride